2-[2-benzyloxypropionyl-(2,6-difluoro-4-pyridinyl)amino]-N-cyclobutyl-5-methyl-thiazole-4-carboxamide C(C1=CC=CC=C1)OC(C(=O)N(C=1SC(=C(N1)C(=O)NC1CCC1)C)C1=CC(=NC(=C1)F)F)C